potassium cyclopentyl-trifluoroborate C1(CCCC1)[B-](F)(F)F.[K+]